(1s,4s)-1-Methyl-4-((2-((2-(3-methyl-1-(2,2,2-trifluoroethyl)-1H-pyrazol-4-yl)pyridin-4-yl)amino)-5-(1-methyl-5-(trifluoromethyl)-1H-pyrazol-3-yl)pyrimidin-4-yl)amino)cyclohexan-1-ol CC1(CCC(CC1)NC1=NC(=NC=C1C1=NN(C(=C1)C(F)(F)F)C)NC1=CC(=NC=C1)C=1C(=NN(C1)CC(F)(F)F)C)O